5-(isobutyryl)-3,3-dimethyl-4-oxopiperidine-1-carboxylic acid benzyl ester C(C1=CC=CC=C1)OC(=O)N1CC(C(C(C1)C(C(C)C)=O)=O)(C)C